isopentene oxide C1C(C(C)C)O1